(2R)-2-(6-{5-chloro-2-[(oxacyclohex-4-yl)amino]pyrimidin-4-yl}-1-oxo-2,3-dihydro-1H-isoindol-2-yl)-N-[(1S,2S)-2-hydroxy-1-(2-methoxypyridin-4-yl)butyl]propionamide ClC=1C(=NC(=NC1)NC1CCOCC1)C1=CC=C2CN(C(C2=C1)=O)[C@@H](C(=O)N[C@H]([C@H](CC)O)C1=CC(=NC=C1)OC)C